(4-(trifluoromethoxy)phenyl)hydroxylamine FC(OC1=CC=C(C=C1)NO)(F)F